2-(6-((3,3-Difluoropyrrolidin-1-yl)methyl)pyridazin-3-yl)-3-methyl-5-(trifluoromethyl)phenol FC1(CN(CC1)CC1=CC=C(N=N1)C1=C(C=C(C=C1C)C(F)(F)F)O)F